(R)-3-(6-ethynyl-3-methoxypyridazin-4-yl)-10-methyl-9,10,11,12-tetrahydro-8H-[1,4]diazepino[5',6':4,5]thieno[3,2-f]quinolin-8-one C(#C)C1=CC(=C(N=N1)OC)C1=NC=2C=CC3=C(C2C=C1)C1=C(S3)C(N[C@@H](CN1)C)=O